((6-(2-(((3-fluoro-4-(4-methylpiperazin-1-yl)phenyl))amino)-6-cyclopropyl-7H-pyrrolo[2,3-d]pyrimidin-7-yl)pyridin-2-yl)imino)dimethyl-λ6-sulfanone FC=1C=C(C=CC1N1CCN(CC1)C)NC=1N=CC2=C(N1)N(C(=C2)C2CC2)C2=CC=CC(=N2)N=S(=O)(C)C